methyl (R)-2-(5-((6-(((S)-1-(4-(tert-butyl)phenyl)ethyl)carbamoyl)-1,2-dimethyl-1H-indol-3-yl)methyl)-2-chlorophenoxy)propanoate C(C)(C)(C)C1=CC=C(C=C1)[C@H](C)NC(=O)C1=CC=C2C(=C(N(C2=C1)C)C)CC=1C=CC(=C(O[C@@H](C(=O)OC)C)C1)Cl